(3R,4S)-1-(4-amino-1,3,5-triazin-2-yl)-3-fluoro-3-methylpiperidine NC1=NC(=NC=N1)N1C[C@](CCC1)(C)F